(chloromethyl)-5-(pyridin-3-yl)-1,3,4-oxadiazole ClCC=1OC(=NN1)C=1C=NC=CC1